1-Aminobutane-3-thiol NCCC(C)S